5-fluoro-N-isopentyl-1H-indole-2-carboxamide FC=1C=C2C=C(NC2=CC1)C(=O)NCCC(C)C